C12(CC3CC(CC(C1)C3)C2)NC(=O)C2=C(C3=C(N(C2=O)CCCCC)CNN3C)O N-(adamantan-1-yl)-4,5-dihydro-7-hydroxy-1-methyl-5-oxo-4-(1-pentyl)-2H-pyrazolo[4,3-b]pyridin-6-carboxamide